1,3-dithiacyclohexane S1CSCCC1